N-(4,6-diaminopyrimidine-5-yl)-phenylacetamide NC1=NC=NC(=C1NC(CC1=CC=CC=C1)=O)N